N-(4-(4-fluorophenyl)-5-(2-((4-(4-ethylpiperazin-1-yl)phenyl)amino)pyrimidin-4-yl)thiazol-2-yl)ethanesulfonamide FC1=CC=C(C=C1)C=1N=C(SC1C1=NC(=NC=C1)NC1=CC=C(C=C1)N1CCN(CC1)CC)NS(=O)(=O)CC